C(C)(C)(C)OC(=O)N1C(CC(CC1)NC([C@H](CC(C)C)NC(=O)OC(C)(C)C)=O)(C(=O)O)CCCCB1OC(C(O1)(C)C)(C)C 1-(tert-butoxycarbonyl)-4-((S)-2-((tert-butoxycarbonyl)amino)-4-methylpentanamido)-2-(4-(4,4,5,5-tetramethyl-1,3,2-dioxaborolan-2-yl)butyl)piperidine-2-carboxylic acid